N1(CCCCC1)C(=O)[C@H]1[C@@H]([C@@H]2CC[C@H]([C@@H]3CC[C@]4(OO[C@]32[C@H](O1)O4)C)C)C (piperidin-1-yl)[(3R,5aS,6R,8aS,9R,10R,12R,12aR)-3,6,9-trimethyldecahydro-12H-3,12-epoxypyrano[4,3-j][1,2]benzodioxepin-10-yl]methanone